(S)-(+)-dimethyl (3-methyl-2-oxo-7-phenylheptyl)phosphonate C[C@H](C(CP(OC)(OC)=O)=O)CCCCC1=CC=CC=C1